F[C@@H]1C[C@@H](N(C1)C(=O)C1(CCCCC1)C1=CC(=C(C=C1)OC)F)C(=O)NC1=CC=C2C(=N1)C=NN2C(=O)OC(C)(C)C tert-Butyl 5-{[(4R)-4-fluoro-1-{[1-(3-fluoro-4-methoxyphenyl)cyclohexyl]carbonyl}-D-prolyl]amino}-1H-pyrazolo[4,3-b]pyridine-1-carboxylate